8-(5-(((5-fluoro-2,3-dihydrobenzofuran-4-yl)methyl)amino)-[1,2,4]triazolo[4,3-c]pyrimidin-8-yl)-6-methoxyimidazo[1,2-a]pyridine-3-carbonitrile FC=1C=CC2=C(CCO2)C1CNC1=NC=C(C=2N1C=NN2)C=2C=1N(C=C(C2)OC)C(=CN1)C#N